1,3-bis(1-adamantyl)imidazolium chloride [Cl-].C12(CC3CC(CC(C1)C3)C2)N2C=[N+](C=C2)C23CC1CC(CC(C2)C1)C3